2,3,5-trifluorostyrene FC1=C(C=C)C=C(C=C1F)F